N-((7-chloro-1H-benzo[d]imidazol-2-yl)methyl)-3-(1-cyclopropyl-1H-pyrazol-4-yl)-6-(4-methylpiperazin-1-yl)imidazo[1,2-b]pyridazin-8-amine ClC1=CC=CC2=C1NC(=N2)CNC=2C=1N(N=C(C2)N2CCN(CC2)C)C(=CN1)C=1C=NN(C1)C1CC1